FC=1C(=CC=2C3=C(N=NC2C1)N(C(N3C3CCOCC3)=O)C)C=3C=NC(=CC3)[C@@H](C)OCCN3C[C@@H](CC3)OC(F)(F)F 7-fluoro-3-methyl-1-(tetrahydro-2H-pyran-4-yl)-8-(6-((R)-1-(2-((R)-3-(trifluoromethoxy)pyrrolidin-1-yl)ethoxy)ethyl)pyridin-3-yl)-1,3-dihydro-2H-imidazo[4,5-c]cinnolin-2-one